2-((4-(1-(4-chlorobenzyl)cyclobutoxy)-2-methylene-4-oxobutanoyl)oxy)acetic acid ClC1=CC=C(CC2(CCC2)OC(CC(C(=O)OCC(=O)O)=C)=O)C=C1